Tetrafluorosulfo-benzoic anhydride FC1=C(C(=C(C(=C1C(=O)OC(C1=C(C(=C(C(=C1F)F)F)F)S(=O)(=O)O)=O)S(=O)(=O)O)F)F)F